ClC=1C=C(C=C(C1)Cl)NC(N(C)[C@H](C)C1=CNC(C2=C(C(=CC=C12)F)F)=O)=O (R)-3-(3,5-dichlorophenyl)-1-(1-(7,8-difluoro-1-oxo-1,2-dihydroisoquinolin-4-yl)ethyl)-1-methylurea